COC1=CC=C(C=C1)C1CC(=NO1)C1=CC=C(C=C1)CC(=O)N (4-(5-(4-methoxyphenyl)-4,5-dihydroisoxazol-3-yl)phenyl)acetamide